(2S,4R)-N-((R)-1-(4-carbamimidoylthiophen-2-yl)ethyl)-1-((dibenzo[b,d]furan-2-carbonyl)glycyl)-4-methoxypyrrolidine-2-carboxamide C(N)(=N)C=1C=C(SC1)[C@@H](C)NC(=O)[C@H]1N(C[C@@H](C1)OC)C(CNC(=O)C1=CC2=C(OC3=C2C=CC=C3)C=C1)=O